C(C1=CC=CC=C1)OC1C(N(C2=CC=C(C=C2C1=O)I)CC1CCC1)=O (benzyloxy)-1-(cyclobutylmethyl)-6-iodoquinoline-2,4(1H,3H)-dione